NC=1C(=NC=CC1)O 3-amino-2-hydroxypyridine